BrC1=NN=C(O1)N C5-Bromo-1,3,4-oxadiazol-2-amine